FC(C(C)(O)C1=CC=C(C=2N1N=CN2)C=2C=1N(C(=NC2)NCC2=C(C=CC3=C2CCO3)F)C=NN1)F 1,1-difluoro-2-(8-(5-(((5-fluoro-2,3-dihydrobenzofuran-4-yl)methyl)amino)-[1,2,4]triazolo[4,3-c]pyrimidin-8-yl)-[1,2,4]triazolo[1,5-a]pyridin-5-yl)propan-2-ol